ClC1=CC2=CC=C(C=C2C=C1)Cl 2,6-dichloro-naphthalene